3-((2-(3,4-difluorophenyl)-7-glycyl-8,8-dimethyl-5,6,7,8-tetrahydroimidazo[1,2-a]pyrazin-3-yl)amino)benzonitrile FC=1C=C(C=CC1F)C=1N=C2N(CCN(C2(C)C)C(CN)=O)C1NC=1C=C(C#N)C=CC1